[Si](C)(C)(C(C)(C)C)OC1CCC(CC1)CC(C)(C)NC[C@H](O)C1=CC(=CC=C1)F (R)-2-((1-((1s,4S)-4-((tert-butyldimethylsilyl)oxy)cyclohexyl)-2-methyl-propan-2-yl)amino)-1-(3-fluorophenyl)ethan-1-ol